C(C)(C)(C)OC(=O)[C@]1(C[C@H](N(CC1)CC1=C(C(=CC=C1)Cl)F)C)CC1=NC(=CC(=C1F)C(C)(C)F)Br tert-butyl-(2R,4R)-4-((6-bromo-3-fluoro-4-(2-fluoropropan-2-yl) pyridin-2-yl) methyl)-1-(3-chloro-2-fluorobenzyl)-2-methylpiperidine-4-carboxylate